CC(C(=O)OCC(C)(C)C)(C(C(=O)OCC(C)(C)C)(C)C)C dineopentyl 2,2,3,3-tetramethylsuccinate